N-(3-((5-(4-amino-4-methylpiperidin-1-yl)pyrazin-2-yl)thio)-2-chlorophenyl)-5-(3-chlorophenyl)-4-hydroxy-1-methyl-2-carbonyl-1,2-dihydropyridine-3-carboxamide NC1(CCN(CC1)C=1N=CC(=NC1)SC=1C(=C(C=CC1)NC(=O)C=1C(N(C=C(C1O)C1=CC(=CC=C1)Cl)C)=C=O)Cl)C